ClC1=NC(=C2N=CN(C2=N1)[C@@H]1OC[C@H]([C@H]1O)O)NCC1=CC(=CC=C1)I (2R,3R,4R)-2-(2-chloro-6-(3-iodobenzylamino)-9H-purin-9-yl)tetrahydrofuran-3,4-diol